bis(4-hydroxy-t-butylphenyl)propane OC1=CC(=C(C=C1)C(C)(C)C1=C(C=C(C=C1)O)C(C)(C)C)C(C)(C)C